[N+](=O)(O)[O-].N[C@H](CC(=O)O)C(=O)O D-Aspartic Acid Nitrate